1-Methyl-6-azido-pseudouridine CN1C(=C([C@H]2[C@H](O)[C@H](O)[C@@H](CO)O2)C(NC1=O)=O)N=[N+]=[N-]